C1(=CC=CC=C1)C1=CC2=C(SC3=C2C=C(C=C3)C3=CC=CC=C3)C(=C1)C=1C=C(C=CC1)C=1C=C(C=CC1)C1=NC3=C2C(=C4C(=C3N=C1)C=CC=C4)C=CC=C2 2-{3-[3-(2,8-diphenyldibenzothiophen-4-yl)phenyl]phenyl}dibenzo[f,H]quinoxaline